4-((4-(1-(2,6-dioxopiperidin-3-yl)-3-methyl-2-oxo-2,3-dihydro-1H-benzo[d]imidazol-5-yl)piperidin-1-yl)methyl)benzoic acid O=C1NC(CCC1N1C(N(C2=C1C=CC(=C2)C2CCN(CC2)CC2=CC=C(C(=O)O)C=C2)C)=O)=O